tert-butyl 4-[[1-[2-(2-bromo-4-methoxycarbonyl-phenoxy)phenyl]azetidin-3-yl]methyl]piperidine-1-carboxylate BrC1=C(OC2=C(C=CC=C2)N2CC(C2)CC2CCN(CC2)C(=O)OC(C)(C)C)C=CC(=C1)C(=O)OC